ClC1=C(C(=CC=C1)F)C(C)(C)N 2-(2-chloro-6-fluorophenyl)propan-2-amine